1,3,5-Trifluoro-2-(prop-1-en-2-yl)benzene (9H-Fluoren-9-yl)methyl(2-(3-(3,4-dimethoxyphenyl)-N-(2-(tritylamino)ethyl)propanamido)ethyl)carbamate C1=CC=CC=2C3=CC=CC=C3C(C12)OC(N(CCN(C(CCC1=CC(=C(C=C1)OC)OC)=O)CCNC(C1=CC=CC=C1)(C1=CC=CC=C1)C1=CC=CC=C1)C)=O.FC1=C(C(=CC(=C1)F)F)C(=C)C